FC(C1=CC(=NC=C1)CO)(F)F [4-(trifluoromethyl)pyridin-2-yl]methanol